(2S,4aR,6R,7R,8R,8aR)-7-hydroxy-2-phenyl-8-(4-(3,4,5-trifluorophenyl)-1H-1,2,3-triazol-1-yl)hexahydropyrano[3,2-d][1,3]dioxine-8-carboxylic acid O[C@@H]1[C@@]([C@H]2O[C@H](OC[C@H]2OC1)C1=CC=CC=C1)(C(=O)O)N1N=NC(=C1)C1=CC(=C(C(=C1)F)F)F